IC=1C=C(C(=C(C(=O)OC)C1)OC)C methyl 5-iodo-2-methoxy-3-methylbenzoate